FC1([C@@H](CN(CC1)C(=O)C1=CC=C2N=CC(=NC2=C1)C=1C=C2C=CN(C(C2=CC1)=O)C)O)F 6-(7-(((3R)-4,4-difluoro-3-hydroxy-1-piperidinyl)carbonyl)-2-quinoxalinyl)-2-methyl-1(2H)-isoquinolinone